trans-6-(3-hydroxycycloheptyl)-1-[1-[4-(trifluoromethoxy)benzoyl]-4-piperidyl]-3H-imidazo[4,5-b]pyridin-2-one O[C@@H]1C[C@H](CCCC1)C=1C=C2C(=NC1)NC(N2C2CCN(CC2)C(C2=CC=C(C=C2)OC(F)(F)F)=O)=O